ClC=1C=C2C=NC(=NC2=CC1C1CCN(CC1)C1COC1)NC=1C=NN(C1C)C12CC(C1)(C2)COC 6-chloro-N-{1-[3-(methoxymethyl)bicyclo[1.1.1]pentan-1-yl]-5-methyl-1H-pyrazol-4-yl}-7-[1-(oxetan-3-yl)piperidin-4-yl]quinazolin-2-amine